ADENOSINDIALDEHYD [C@]1([C@](O)([C@H](O)[C@@H](CO)O1)C=O)(N1C=NC=2C(N)=NC=NC12)C=O